4-(octahydro-pyrimido[1,2-a]azepin-1-ylmethyl)-benzoic acid methyl ester COC(C1=CC=C(C=C1)CN1CCCN2C1CCCCC2)=O